OC[C@@H]1COCCN1C1=CC=C(C(=N1)C#N)[N+](=O)[O-] (R)-6-(3-(hydroxymethyl)morpholino)-3-nitropicolinonitrile